(R)-8-cyclopentyl-7-ethyl-2-[4-(2-oxo-2-thiomorpholinoethylsulfonyl)-2-methoxyphenylamino]-5-methyl-7,8-dihydro-pteridin-6(5H)-one C1(CCCC1)N1[C@@H](C(N(C=2C=NC(=NC12)NC1=C(C=C(C=C1)S(=O)(=O)CC(N1CCSCC1)=O)OC)C)=O)CC